C1(CCC1)C1=NN=C(O1)C(=O)NC1C2=C(CN(CC1)CCO)C=C(C=C2)C2=NC(=NC=C2)NC=2C=NN(C2)C 5-cyclobutyl-N-(2-(2-hydroxyethyl)-8-(2-((1-methyl-1H-pyrazol-4-yl)amino)pyrimidin-4-yl)-2,3,4,5-tetrahydro-1H-benzo[c]azepin-5-yl)-1,3,4-oxadiazole-2-carboxamide